C(CC)C(CO)CCCCC 2-Propylheptanol